(S)-5-((((6-(2-chloro-3-(3-chloro-2-(1,1-dioxido-2,3,4,5-tetrahydrobenzo[f][1,4]thiazepin-8-yl)pyridin-4-yl)phenyl)-2-methoxypyridin-3-yl)methyl)amino)methyl)pyrrolidin-2-one ClC1=C(C=CC=C1C1=C(C(=NC=C1)C1=CC2=C(CNCCS2(=O)=O)C=C1)Cl)C1=CC=C(C(=N1)OC)CNC[C@@H]1CCC(N1)=O